ClC1=CC(=C(C=C1)C1CCN(CC1)C1=C(N)C=CC=C1)F 2-(4-(4-chloro-2-fluorophenyl)piperidin-1-yl)aniline